2-({[tert-butyl-(dimethyl)silyl]oxy}methyl)hept-3-yn-1-ol C(C)(C)(C)[Si](OCC(CO)C#CCCC)(C)C